tert-butyl N-[3-[2-(3-[6-amino-5-cyano-4-isopropyl-3-methyl-1H-pyrano[2,3-c]pyrazol-4-yl]-5-(hydroxymethyl)phenyl)ethynyl]bicyclo[1.1.1]pentan-1-yl]carbamate NC1=C(C(C2=C(NN=C2C)O1)(C(C)C)C=1C=C(C=C(C1)CO)C#CC12CC(C1)(C2)NC(OC(C)(C)C)=O)C#N